NC1=NC=CC(=C1Cl)SC=1C=CC=2C(=NC=C(N2)N2CCC3(CC2)[C@@H](C2=CC=C(C=C2C3)F)N)N1 (S)-1'-(6-((2-amino-3-chloropyridin-4-yl)thio)pyrido[2,3-b]pyrazin-2-yl)-5-fluoro-1,3-dihydrospiro[inden-2,4'-piperidin]-1-amine